ClC1=C(C=2OCC3N(C2N=C1)CC(CC3)(F)F)C 3-chloro-9,9-difluoro-4-methyl-6,6a,7,8,9,10-hexahydrodipyrido[3,2-b:1',2'-d][1,4]oxazin